CC1=C(NC2=CC=CC=C12)C(=O)N 3-methyl-1H-indole-2-carboxamide